(aminoxy)acetic acid O(N)CC(=O)O